COC(C1=C(C=CC(=C1)F)OCC(CNC(=O)OC(C)(C)C)(F)F)=O.ClC=1C(=C(C=CC1F)C(=O)C1CC(C1)C(F)(F)F)F (3-chloro-2,4-difluorophenyl)(3-(trifluoromethyl)cyclobutyl)methanone methyl-2-(3-((tert-Butoxycarbonyl)amino)-2,2-difluoropropoxy)-5-fluorobenzoate